FC1=C(C=CC(=C1)F)C1=CC(=NO1)C(=O)N1C(C2=CC=CC=C2C(C1)(C=1C=NN(C1)C)C)C [5-(2,4-difluorophenyl)isoxazol-3-yl]-[1,4-dimethyl-4-(1-methylpyrazol-4-yl)-1,3-dihydroisoquinolin-2-yl]methanone